CC1=CC=C(C=C1)S(=O)(=O)NC(N)=O 3-(4-methylphenyl)sulfonyl-urea